The molecule is a benzamide obtained by formal condensation of the carboxy group of 5-chloro-2-methoxy-4-(methylamino)benzoic acid with the amino group of 1-benzyl-2-methylpyrrolidin-3-amine. It is a N-alkylpyrrolidine, a member of benzamides, a tertiary amino compound and a member of monochlorobenzenes. CC1C(CCN1CC2=CC=CC=C2)NC(=O)C3=CC(=C(C=C3OC)NC)Cl